CS(=O)(=O)C=1C=C(C=CC1)NC1=NC(=NC=C1C(F)(F)F)NC1CNCCC1 N4-(3-methanesulfonylphenyl)-N2-(piperidin-3-yl)-5-(trifluoromethyl)pyrimidine-2,4-diamine